ClC1=C(C(=CC=C1)C1=NC2=C(N1)C=C(C(=C2)OC)F)C=2C(=CC(=CC2)C(N[C@H](CCC)C2CCCCC2)=O)C(=O)O (S)-2'-chloro-4-{[(1R)-1-cyclohexylbutyl]carbamoyl}-6'-(6-fluoro-5-methoxy-1H-1,3-benzodiazol-2-yl)-[1,1'-biphenyl]-2-carboxylic acid